(1r,5s,6s)-N-[6-(4-fluorophenyl)pyridazin-3-yl]-3-(tetrahydropyran-4-ylmethyl)-3-azabicyclo[3.1.0]hexane-6-amine FC1=CC=C(C=C1)C1=CC=C(N=N1)NC1[C@@H]2CN(C[C@H]12)CC1CCOCC1